C1CC12CCN(CC2)C2=C(C(=O)N)C=CC=N2 2-(6-azaspiro[2.5]Oct-6-yl)nicotinamide